N-[(1H-indazol-7-yl)methyl]-3-(4-bromophenyl)acrylamide N1N=CC2=CC=CC(=C12)CNC(C=CC1=CC=C(C=C1)Br)=O